ClC1=C(C=C(OCC(=O)N[C@H]2CN[C@H](CC2)C=2OC(=NN2)C2=CC=C(C=C2)Cl)C=C1)F 2-(4-chloro-3-fluorophenoxy)-N-[(3r,6r)-6-[5-(4-chlorophenyl)-1,3,4-oxadiazol-2-yl]piperidin-3-yl]acetamide